BrC(COC(C(=C)C)=O)CBr.C(C(=C)C)(=O)OCCBr 2-bromoethyl methacrylate 2,3-dibromopropyl-methacrylate